BrC=1C2(C3=CC(=C(C=C3C1)C)OC)CCC1(CC2)OCCO1 bromo-6''-methoxy-5''-methyldispiro[[1,3]dioxolane-2,1'-cyclohexane-4',1''-indene]